FC=1C=C2C(=NC1)SC(=C2)[Si](C)(C)C 5-fluoro-2-(trimethylsilyl)thieno[2,3-b]pyridine